2-[[(3S)-3-methyl-1-piperidinyl]methyl]-4-methylsulfonyl-6-[3-[3-[(4-methyl-1,2,4-triazol-3-yl)methyl]oxetan-3-yl]phenyl]-1-(p-tolylsulfonyl)pyrrolo[2,3-c]pyridin-7-one C[C@@H]1CN(CCC1)CC1=CC2=C(C(N(C=C2S(=O)(=O)C)C2=CC(=CC=C2)C2(COC2)CC2=NN=CN2C)=O)N1S(=O)(=O)C1=CC=C(C=C1)C